ClC1=CC=C2C(=N1)N=C(N2)CN2CC=1N(CC2)N=CC1C1=C(C=C(C(=C1)OC)OC)Cl 5-({5-chloro-1H-imidazo[4,5-b]pyridin-2-yl}methyl)-3-(2-chloro-4,5-dimethoxyphenyl)-4H,5H,6H,7H-pyrazolo[1,5-a]pyrazine